di(4-t-butyl-phenyl)iodonium C(C)(C)(C)C1=CC=C(C=C1)[I+]C1=CC=C(C=C1)C(C)(C)C